OC1=CC=C(C=2OC3=CC=CC=C3C(C2)=O)C=C1 4'-Hydroxyflavone